trans-2,2-dimethyl-3-((3-(trifluoromethyl)pyridin-2-yl)oxy)propanoic acid 3-phenylpiperidin-4-yl ester C1(=CC=CC=C1)[C@@H]1CNCC[C@H]1OC(C(COC1=NC=CC=C1C(F)(F)F)(C)C)=O